C(C)(=O)O.C=CCCCCCCCC (Z)-1-decene acetate